heptacosan-1-yl tricosylate C(CCCCCCCCCCCCCCCCCCCCCC)(=O)OCCCCCCCCCCCCCCCCCCCCCCCCCCC